C(C)(=O)C1=CC(=CC=2C(C=C(OC21)SCC)=O)Cl 8-acetyl-6-chloro-2-(ethylsulfanyl)-4H-benzopyran-4-one